methyl 4-((4-bromo-6,7-difluoro-1H-indol-5-yl)oxy)pyridine-2-carbimidothioate BrC1=C2C=CNC2=C(C(=C1OC1=CC(=NC=C1)C(=N)SC)F)F